dioctadecyl-methylammonium tetrakis[3,5-bis(trifluoromethyl)phenyl]borate FC(C=1C=C(C=C(C1)C(F)(F)F)[B-](C1=CC(=CC(=C1)C(F)(F)F)C(F)(F)F)(C1=CC(=CC(=C1)C(F)(F)F)C(F)(F)F)C1=CC(=CC(=C1)C(F)(F)F)C(F)(F)F)(F)F.C(CCCCCCCCCCCCCCCCC)[NH+](C)CCCCCCCCCCCCCCCCCC